N1CCC(CCC1)NC([O-])=O (azepan-4-yl)carbamate